1-methyl-2-((5-(trifluoromethyl)pyridin-2-yl)methyl)hydrazine CNNCC1=NC=C(C=C1)C(F)(F)F